C1(CC1)CN1N=C(C(=C1NC1=NC=NC(=C1)N1N=C(C(=C1C)[C@@H](C)O)C)C)C1=CC=C(C#N)C=C1 |r| (±)-4-{1-(cyclopropylmethyl)-5-[(6-{4-[1-hydroxyethyl]-3,5-dimethyl-1H-pyrazol-1-yl}pyrimidin-4-yl)amino]-4-methyl-1H-pyrazol-3-yl}benzonitrile